C1(=CC=CC=C1)N(C(OC(C)C(CC)OC(N(C1=CC=CC=C1)C1=CC=CC=C1)=O)=O)C1=CC=CC=C1 pentane-2,3-diyl bis(diphenylcarbamate)